[Si](C1=CC=CC=C1)(C1=CC=CC=C1)(C(C)(C)C)OC[C@H](C(F)F)NC1COCC1 N-[(2R)-3-[(tert-butyldiphenylsilyl)oxy]-1,1-difluoropropan-2-yl]oxolan-3-amine